12,12-dipropyloxy-3,5-dodecadiene C(CC)OC(CCCCCC=CC=CCC)OCCC